BrC=1C=C(C=C2C(C=C(OC12)SCC)=O)C 8-bromo-2-(ethylsulfanyl)-6-methyl-4H-chromen-4-one